bis(1-oxyl-2,2,6,6-tetramethylpiperidine-4-yl)phthalate ON1C(CC(CC1(C)C)OC(C=1C(C(=O)OC2CC(N(C(C2)(C)C)O)(C)C)=CC=CC1)=O)(C)C